C[C@@H]1N[C@@H](C[C@]2(C1)OCC(C1=C2SC(=C1)C(F)(F)F)(O)C)C=1N=NN(C1)C (2'S,6'S,7S)-2',4-dimethyl-6'-(1-methyltriazol-4-yl)-2-(trifluoromethyl)spiro[5H-thieno[2,3-c]pyran-7,4'-piperidine]-4-ol